[Cl-].[Cl-].[Cl-].NC=1C(=C(C=CC1)N)N tri-aminobenzene trichloride